COC(=O)C=1C=C(C=CC1C1CCN(CC1)C)NC=1N=CC2=C(N1)CN(CC2)C(=O)OC(C)(C)C tert-butyl 2-{[3-(methoxycarbonyl)-4-(1-methylpiperidin-4-yl)phenyl]amino}-5H,6H,7H,8H-pyrido[3,4-d]pyrimidine-7-carboxylate